C(C1=CC=CC=C1)OC(=O)N1CCC2(C[C@@H](CC2=O)C)CC1 (S)-3-methyl-1-oxo-8-azaspiro[4.5]decane-8-carboxylic acid benzyl ester